3-(2,5,8-trioxooctyl)thiophene O=C(CC1=CSC=C1)CCC(CCC=O)=O